N-(6-(hydroxyamino)-6-oxohexyl)-1-tosylindoline-2-carboxamide ONC(CCCCCNC(=O)C1N(C2=CC=CC=C2C1)S(=O)(=O)C1=CC=C(C)C=C1)=O